4-(9,9-dimethyl-9H-fluoren-2-yl)aniline CC1(C2=CC=CC=C2C=2C=CC(=CC12)C1=CC=C(N)C=C1)C